{4-amino-2-[4-chloro-3-(difluoromethoxy)anilino]-1,3-thiazol-5-yl}(phenyl)methanone NC=1N=C(SC1C(=O)C1=CC=CC=C1)NC1=CC(=C(C=C1)Cl)OC(F)F